C(=O)O.B(O)(O)O Boric acid formate